(S)-7,8,9,10-tetrahydro-5H-pyrazino[1,2-a]pyrido[3,2-e]pyrazin-6(6aH)-one hydrochloride Cl.N1=CC=CC=2NC([C@H]3N(C21)CCNC3)=O